C(C)(=O)O[C@H]1CN[C@@H]([C@@H]1OC(NCC1=CC(=CC=C1)F)=O)CC1=CC=C(C=C1)C1=CN=CS1 (3S,4S,5R)-4-({[(3-fluorophenyl)methyl]carbamoyl}oxy)-5-{[4-(1,3-thiazol-5-yl)phenyl]methyl}pyrrolidin-3-yl acetate